bistrifluoromethyl-phenethylamine iodine [I].FC(F)(F)N(CCC1=CC=CC=C1)C(F)(F)F